7-hydroxy-2,3-dihydro-5H-[1,3]thiazolo[3,2-a]pyrimidin-5-one OC=1N=C2N(C(C1)=O)CCS2